4-(4-{[2-(3,4-dimethoxyphenyl)-1,3-thiazol-4-yl]methyl}piperazin-1-yl)-N-ethyl-N,6-dimethylpyrimidin-2-amine COC=1C=C(C=CC1OC)C=1SC=C(N1)CN1CCN(CC1)C1=NC(=NC(=C1)C)N(C)CC